2-[(1Z)-1-{[4-(1,3-difluoropropan-2-yl)phenyl]methylidene}-5-fluoro-2-methyl-1H-inden-3-yl]acetic acid FCC(CF)C1=CC=C(C=C1)\C=C/1\C(=C(C2=CC(=CC=C12)F)CC(=O)O)C